2-[4-[4-(Azetidin-1-yl)benzoyl]piperazin-1-yl]-3H-quinazolin-4-one N1(CCC1)C1=CC=C(C(=O)N2CCN(CC2)C2=NC3=CC=CC=C3C(N2)=O)C=C1